C1(CC1)C(C(C(=O)NC1=CC=C(C=C1)C=1C(=NN(C1C)COCC[Si](C)(C)C)C)C1=NN=CN1)C1CC1 3,3-dicyclopropyl-N-[4-[3,5-dimethyl-1-(2-trimethylsilylethoxymethyl)pyrazol-4-yl]phenyl]-2-(4H-1,2,4-triazol-3-yl)propanamide